1-acetyl-4-(3-(cyclopropylmethoxy)-4-(difluoromethoxy)phenyl)pyrrolidine-2-carboxylic acid C(C)(=O)N1C(CC(C1)C1=CC(=C(C=C1)OC(F)F)OCC1CC1)C(=O)O